N-(6-amino-2-methylpyridin-3-yl)benzothiophene-2-carboxamide NC1=CC=C(C(=N1)C)NC(=O)C=1SC2=C(C1)C=CC=C2